pentadecanoic acid 2-((4-hydroxy-3-methoxy-benzyl) amino)-2-oxoethyl ester OC1=C(C=C(CNC(COC(CCCCCCCCCCCCCC)=O)=O)C=C1)OC